ClC1=CC=C(C=C1)C(C(F)(F)F)N(S(=O)(=O)C=1C(=NN(C(C1)=O)C)C)C N-(1-(4-chlorophenyl)-2,2,2-trifluoroethyl)-N,1,3-trimethyl-6-oxo-1,6-dihydropyridazine-4-sulfonamide